BrC=1C=C(C=C2C(NC(=NC12)N1CCC(CC1)(C)C)=O)C 8-bromo-2-(4,4-dimethylpiperidin-1-yl)-6-methylquinazolin-4(3H)-one